5-Iodopyrazine-2-amine IC=1N=CC(=NC1)N